1-(5-((1-(difluoromethyl)-1H-pyrazol-4-yl) ethynyl)N-methylnicotinamido)-3-phenylpropan-2-yl phosphate P(=O)(OC(CN(C(C1=CN=CC(=C1)C#CC=1C=NN(C1)C(F)F)=O)C)CC1=CC=CC=C1)([O-])[O-]